Cl.NC(C(=O)N1CCN(CC1)C(=O)NC1=NC(N(C=C1)C1=CC=C(C=C1)CN1CCC(CC1)C(C)N)=O)(C)C 4-(2-Amino-2-methylpropanoyl)-N-(1-(4-((4-(1-aminoethyl)piperidin-1-yl)methyl)phenyl)-2-oxo-1,2-dihydropyrimidin-4-yl)piperazine-1-carboxamide hydrochloride salt